2,4,6-Tri-(dimethylaminomethyl)phenol CN(C)CC1=C(C(=CC(=C1)CN(C)C)CN(C)C)O